(3R,4R)-N-(4-fluorophenyl)-3-methoxy-N-methylpiperidin-4-amine FC1=CC=C(C=C1)N([C@H]1[C@@H](CNCC1)OC)C